2,5-dichloro-3-(trifluoromethyl)quinoline ClC1=NC2=CC=CC(=C2C=C1C(F)(F)F)Cl